C(C1=CC=CC=C1)OC(=O)N1[C@H]([C@@H]2CC[C@H](C1)N2C(=O)C2=CC=CC=1NC3=C(C=CC12)C=CC=C3)C(=O)O (1S,2R,5R)-3-((benzyloxy)carbonyl)-8-(5H-dibenzo[b,f]azepine-carbonyl)-3,8-diazabicyclo[3.2.1]octane-2-carboxylic acid